CCCCCCCCCCCC(=O)OCCCC lauric acid n-butyl ester